Cl.N[C@@H](C)C(=O)N alanyl-amine hydrochloride